6-(beta-aminoethoxy)-1,3-diamino-benzene NCCOC1=CC=C(C=C1N)N